(2S)-3-[3-[[2-(3-Methoxyphenyl)ethyl]sulfamoyl]phenyl]-2-[(3R)-pyrrolidin-3-yl]propanoic acid COC=1C=C(C=CC1)CCNS(=O)(=O)C=1C=C(C=CC1)C[C@H](C(=O)O)[C@@H]1CNCC1